N-(4-(cis-bicyclo[3.1.0]hexane-3-yloxy)-3-fluorophenyl)-5-ethyl-2-(3-ethyl-3-methoxyazetidin-1-yl)oxazole-4-carboxamide C12CC(CC2C1)OC1=C(C=C(C=C1)NC(=O)C=1N=C(OC1CC)N1CC(C1)(OC)CC)F